6-((1R,6R)-6-aminocyclohex-3-en-1-yl)-2,7-dichloro-N-(pyridin-4-ylmethyl)thieno[3,2-d]pyrimidin-4-amine N[C@@H]1CC=CC[C@H]1C1=C(C=2N=C(N=C(C2S1)NCC1=CC=NC=C1)Cl)Cl